Br[C@H]1[C@@H](C[C@@H](CC1)[N-]C(=O)OC(C)(C)C)O ((1R,3R,4R)-4-bromo-3-hydroxycyclohexyl)tert-butoxycarbonylamide